1-(2-methyl-1-oxa-3,8-diazaspiro[4.5]decan-3-yl)prop-2-en-1-one CC1OC2(CN1C(C=C)=O)CCNCC2